CC1=CC=CC2=C1NC(S2)=O methyl-2-oxo-1,3-benzothiazol